7-(2,3-dihydro-1H-imidazo[1,5-a]imidazol-7-yl)-2-[3-(5-fluoro-6-methyl-2-pyridyl)-1H-pyrazol-4-yl]-1,5-naphthyridine N1C=2N(CC1)C=NC2C2=CN=C1C=CC(=NC1=C2)C=2C(=NNC2)C2=NC(=C(C=C2)F)C